1-amino-8-(2-chloro-5-fluorophenyl)-N-methyl-6-oxo-5,6,7,8-tetrahydroimidazo[1,5-a]pyrazine-3-carboxamide NC=1N=C(N2C1C(NC(C2)=O)C2=C(C=CC(=C2)F)Cl)C(=O)NC